B(OCC1=CC=CC=C1)(OC1=C(C=CC=C1)O)[O-] benzyl (2-hydroxyphenyl) borate